4-fluoro-N-(6-(1-methyl-1H-pyrazol-4-yl)isoquinolin-3-yl)-1-((1-(trifluoromethyl)cyclopropyl)methyl)piperidine-4-carboxamide FC1(CCN(CC1)CC1(CC1)C(F)(F)F)C(=O)NC=1N=CC2=CC=C(C=C2C1)C=1C=NN(C1)C